1,4-epoxyhexanol C1(CCC(CC)O1)O